BrC1=CC=C(OCC2N3C(COC2)=C(N=N3)C3CC3)C=C1 7-((4-bromophenoxy)methyl)-3-cyclopropyl-6,7-dihydro-4H-[1,2,3]triazolo[5,1-c][1,4]oxazine